4-(3-(1-methylpiperidin-4-yl)ureido)-1-(2,2,2-trifluoroethyl)-1H-indol CN1CCC(CC1)NC(NC1=C2C=CN(C2=CC=C1)CC(F)(F)F)=O